2-(2,6-Dioxopiperidin-3-yl)-4-((7-(4-(4-(5-(2-Fluoro-6-methoxyphenyl)-1H-pyrazolo[4,3-d]pyrimidin-3-yl)phenyl)piperazin-1-yl)-7-oxoheptyl)amino)isoindolin-1,3-dion O=C1NC(CCC1N1C(C2=CC=CC(=C2C1=O)NCCCCCCC(=O)N1CCN(CC1)C1=CC=C(C=C1)C1=NNC2=C1N=C(N=C2)C2=C(C=CC=C2OC)F)=O)=O